C(C)C1=CC(=CC=C1)C 1-ethyl-3-methylbenzene